(6aR,9R)-N,N-diethyl-7-(3-fluorobenzyl)-4,6,6a,7,8,9-hexahydroindolo[4,3-fg]quinoline-9-carboxamide C(C)N(C(=O)[C@H]1CN([C@@H]2CC=3C4=C(C2=C1)C=CC=C4NC3)CC3=CC(=CC=C3)F)CC